FC1=C(C=CC=2CNS(C21)([O-])C)B(O)O (7-fluoro-1-methyl-1-oxido-3H-1λ4-benzo[d]isothiazol-6-yl)boronic acid